5-Ethyl-1,4-nonadiene C(C)C(=CCC=C)CCCC